COC(C1=C(C(=C(C(=C1)C1=CC(=NC=C1)F)CC(=O)OC(C)(C)C)C(C)C)F)=O 4-(2-(tert-butoxy)-2-oxoethyl)-2-fluoro-5-(2-fluoropyridin-4-yl)-3-isopropylbenzoic acid methyl ester